(Ra)-6-(1-(4-(Trifluoromethoxy)benzyl)-1H-indazol-7-carboxamido)spiro[3.3]heptan FC(OC1=CC=C(CN2N=CC3=CC=CC(=C23)C(=O)NC2CC3(CCC3)C2)C=C1)(F)F